FC=1C(=CC(=NC1)OC)C1=CC(=NN1)C(=O)N1C2(CC2)C[C@H](CC1)NC(=O)C1CCC(CC1)(C(F)(F)F)O N-((S)-4-(5-(5-fluoro-2-methoxypyridin-4-yl)-1H-pyrazole-3-carbonyl)-4-azaspiro[2.5]octan-7-yl)-4-hydroxy-4-(trifluoromethyl)cyclohexane-1-carboxamide